6-chloro-4-isopropyl-1-(3-methoxyazetidin-1-yl)-2,7-naphthyridine ClC=1C=C2C(=CN=C(C2=CN1)N1CC(C1)OC)C(C)C